OC=1C=C(C=CC1I)C(C)=O 1-(3-hydroxy-4-iodo-phenyl)ethanone